C1(CC1)CN1C(=CC2=CC=CC=C12)C1=NC2=C(N1CC=1C=NN(C1C)C)C(=CC(=C2)C(=O)N2C1CCC(C2)[C@H]1N)OC (7R)-2-{2-[1-(cyclopropylmethyl)-1H-indol-2-yl]-1-[(1,5-dimethyl-1H-pyrazol-4-yl)methyl]-7-methoxy-1H-1,3-benzodiazole-5-carbonyl}-2-azabicyclo[2.2.1]heptan-7-amine